3,6-dibromo-9-(2-fluoro-3-(piperazin-1-yl)propyl)-9H-carbazole dihydrochloride Cl.Cl.BrC=1C=CC=2N(C3=CC=C(C=C3C2C1)Br)CC(CN1CCNCC1)F